NC1=NC(=NC(=C1F)C=1N=NN(C1)CC1=NN2C(CCCC2)=C1)C=1C(=C(C#N)C=CC1)C 3-(4-amino-5-fluoro-6-(1-((4,5,6,7-tetrahydropyrazolo[1,5-a]pyridin-2-yl)methyl)-1H-1,2,3-triazol-4-yl)pyrimidin-2-yl)-2-methylbenzonitrile